2-[1-(2-Furylmethyl)pyrazol-4-yl]-5-propyl-3H-imidazo[2,1-b]purin-4-on O1C(=CC=C1)CN1N=CC(=C1)C1=NC=2N3C(N(C(C2N1)=O)CCC)=NC=C3